tert-butyl N-[6-bromo-2-(2,6-dioxo-3-piperidyl)-1-oxo-isoindolin-4-yl]carbamate BrC1=CC(=C2CN(C(C2=C1)=O)C1C(NC(CC1)=O)=O)NC(OC(C)(C)C)=O